Cl.Cl.FC(C1=CC=C2C(=N1)CC[C@H]2N)(F)F (R)-2-(trifluoromethyl)-6,7-dihydro-5H-cyclopenta[b]pyridin-5-amine dihydrochloride